9-(bicyclo[2.2.1]hept-5-en-2-yl)-9H-carbazole C12C(CC(C=C1)C2)N2C1=CC=CC=C1C=1C=CC=CC21